FC1=C2C(=NC=NC2=CC(=C1)C=1C=NN(C1)C)NC=1C(=C2C=CC=NC2=CC1)F 5-fluoro-N-(5-fluoroquinolin-6-yl)-7-(1-methyl-1H-pyrazol-4-yl)quinazolin-4-amine